N-(1,1-dioxidotetrahydro-2H-thiopyran-3-yl)-4-(1H-imidazol-1-yl)picolinamide O=S1(CC(CCC1)NC(C1=NC=CC(=C1)N1C=NC=C1)=O)=O